FC1=C(O[C@@H]2C[C@@]3([C@@H](CN(C3)C[C@H](O)C3=CC4=C(NC(SC4)=O)C=C3)C2)O)C=CC=C1 6-((R)-2-((3aS,5S,6aR)-5-(2-fluorophenoxy)-3a-hydroxyhexahydrocyclopenta[c]pyrrol-2(1H)-yl)-1-hydroxyethyl)-1,4-dihydro-2H-benzo[d][1,3]thiazin-2-one